ClC1=C(C=CC=C1Cl)N1CCN(C2(CC2)C1)CC[C@@H]1CC[C@H](CC1)N trans-4-(2-(7-(2,3-dichlorophenyl)-4,7-diazaspiro[2.5]octane-4-yl)ethyl)cyclohexane-1-amine